2-(7-isopropyl-2-methyl-4-oxo-pyrazolo[3,4-d]pyridazin-5-yl)acetamide C(C)(C)C1=NN(C(C=2C1=NN(C2)C)=O)CC(=O)N